ethyl (2E)-3-(2,3-dichloro-6-[[2-(trimethylsilyl)ethoxy]methoxy]phenyl)prop-2-enoate ClC1=C(C(=CC=C1Cl)OCOCC[Si](C)(C)C)/C=C/C(=O)OCC